N-(4-(4-amino-7-(piperidin-4-yl)pyrrolo[2,1-f][1,2,4]triazin-5-yl)-3-fluorophenyl)-2-oxo-1-phenyl-2,4,6,7-tetrahydro-1H-pyrazolo[5,1-c][1,4]oxazine-3-carboxamide NC1=NC=NN2C1=C(C=C2C2CCNCC2)C2=C(C=C(C=C2)NC(=O)C=2C(N(N1C2COCC1)C1=CC=CC=C1)=O)F